2-amino-5-chlorophenol NC1=C(C=C(C=C1)Cl)O